Ribosylhomocysteine C1([C@H](O)[C@H](O)[C@H](O1)CO)N[C@@H](CCS)C(=O)O